ClC1=C(C=CC=C1)C1=C(C2=C(N=C(N=C2)NC2=C(C=C(C=C2)N(C)CCN(C)C)OC)N(C1=O)C)C#C[Si](C(C)C)(C(C)C)C(C)C 6-(2-chlorophenyl)-2-[(4-[[2-(dimethylamino)ethyl](methyl)amino]-2-methoxyphenyl)amino]-8-methyl-5-[2-(triisopropylsilyl)ethynyl]pyrido[2,3-d]pyrimidin-7-one